CC1=CC=CC(=N1)C1=NC=CC(=N1)NC1=NC(=NC=C1)NC1=CC=C(CN2C[C@@H](CCC2)C(=O)OC(C)(C)C)C=C1 tert-butyl (R)-1-(4-((4-((2-(6-methylpyridin-2-yl)pyrimidin-4-yl)amino)pyrimidin-2-yl)amino)benzyl)piperidine-3-carboxylate